CN(C(=O)C1=CC=C(C=C1)C1=CC=C(C=C1)C(C)(C)C1=CC=C(C=C1)N1N=C(N=C1C)C(=O)N)C 1-(4-(2-(4'-(dimethylcarbamoyl)-[1,1'-biphenyl]-4-yl)propan-2-yl)phenyl)-5-methyl-1H-1,2,4-triazole-3-carboxamide